dimethyl (((5'-methyl-4-pentyl-2'-(prop-1-en-2-yl)-1',2',3',4'-tetrahydro-[1,1'-biphenyl]-2,6-diyl)bis(oxy))bis(methylene))bis(methylcarbamate) CC=1CCC(C(C1)C1=C(C=C(C=C1OCN(C(OC)=O)C)CCCCC)OCN(C(OC)=O)C)C(=C)C